(2S)-2-[5-chloro-2-(2-hydroxyethyl)benzenesulfonylamino]-3-(6-fluoro-2,3-dimethylphenyl)butanoic acid methyl ester COC([C@H](C(C)C1=C(C(=CC=C1F)C)C)NS(=O)(=O)C1=C(C=CC(=C1)Cl)CCO)=O